BrC1=CC(=CC=2CCOC21)N 7-bromo-2,3-dihydrobenzofuran-5-amine